N-(4-methoxy-7-((2-(trimethylsilyl)ethoxy)methyl)-7H-pyrrolo[2,3-d]pyrimidin-2-yl)acetamide COC=1C2=C(N=C(N1)NC(C)=O)N(C=C2)COCC[Si](C)(C)C